C(=O)O.FC(CN1N=C(C(=C1)C1=CN=C2N1C=CN=C2NC2=CC(=C(C(=O)NCC(=O)NCC1(CCNCC1)O)C=C2)CC)C(F)(F)F)F 4-[[3-[1-(2,2-difluoroethyl)-3-(trifluoromethyl)pyrazol-4-yl]imidazo[1,2-a]pyrazin-8-yl]amino]-2-ethyl-N-[2-[(4-hydroxy-4-piperidyl)methylamino]-2-oxo-ethyl]benzamide formate